O1C(C=CC1)CCO 2-(2,5-dihydrofuran-2-yl)ethan-1-ol